N(C)C[C@H](O)[C@@H](O)[C@H](O)[C@H](O)CO.C(C)(=O)C1=C(C=C(C=C1)Cl)C=1C(=NN(C(C1)=O)[C@H](C(=O)NC1=CC=C(C(=O)O)C=C1)CC1=CC=CC=C1)OC (S)-4-(2-(4-(2-Acetyl-5-chlorophenyl)-3-methoxy-6-oxopyridazin-1(6H)-yl)-3-phenyl-Propionamido)benzoic acid meglumine salt